FC(S(=O)(=O)NC1CN(CC12CC2)C(=O)[O-])F 7-((difluoromethyl)sulfonamido)-5-azaspiro[2.4]heptane-5-carboxylate